6-[[5-[(6-cyano-4-methyl-3-pyridinyl)oxy]-3-methyl-imidazo[4,5-b]pyridin-7-yl]amino]-N,N-dimethyl-pyridine-3-carboxamide C(#N)C1=CC(=C(C=N1)OC1=CC(=C2C(=N1)N(C=N2)C)NC2=CC=C(C=N2)C(=O)N(C)C)C